N'-{(7-benzyl-1,4,7-triazecane-1,4-diyl)bis[methylene(2-hydroxy-5-methyl-3,1-phenylene)]}bis[3-hydroxy-2-(hydroxymethyl)propanamide] C(C1=CC=CC=C1)N1CCN(CCN(CCC1)CC=1C(=C(C=C(C1)C)C(C(=O)N)(CO)CO)O)CC=1C(=C(C=C(C1)C)C(C(=O)N)(CO)CO)O